BrCC1CS1 1-bromo-2,3-epithiopropane